COC1=C(CNC=2C3=C(N=CN2)C(=CS3)C(=O)NC3=C2C=CN=C(C2=CC=C3C)CC3=C(C=C(C=C3)F)C(F)(F)F)C=CC(=C1)OC 4-((2,4-dimethoxybenzyl)amino)-N-(1-(4-fluoro-2-(trifluoromethyl)benzyl)-6-methylisoquinolin-5-yl)thieno[3,2-d]pyrimidine-7-carboxamide